1,3-dibromo-N-(2,4-dimethoxybenzyl)imidazo[1,5-a]pyrazin-8-amine BrC=1N=C(N2C1C(=NC=C2)NCC2=C(C=C(C=C2)OC)OC)Br